N(C1=CC=CC=C1)C1=NC=CC(=C1)C=1C(=NN2C1C=NCC2)C2=CC=C(C=C2)F 3-(2-anilinopyridin-4-yl)-2-(4-fluorophenyl)-6,7-dihydropyrazolo[1,5-a]pyrazin